tert-butyl 1-(5-aminopyridin-2-yl)piperidine-4-carboxylate NC=1C=CC(=NC1)N1CCC(CC1)C(=O)OC(C)(C)C